O(O)C(C)(C)C=1OC=CC1 2-(1-hydroperoxy-1-methylethyl)furan